C(C=C)(=O)N1C(CN(CC1)C1=NC(=NC=2CC(CCC12)N1C(CCC2=CC=C(C=C12)F)=O)N1CC(CC1)N(C)C)CC#N 2-(1-acryloyl-4-(2-(3-(dimethylamino)pyrrolidin-1-yl)-7-(7-fluoro-2-oxo-3,4-dihydroquinolin-1(2H)-yl)-5,6,7,8-tetrahydroquinazolin-4-yl)piperazin-2-yl)acetonitrile